N-methyl-1-({4-[(6-methylheptyl)amino]phenyl}methyl)azetidine-3-carboxamide CNC(=O)C1CN(C1)CC1=CC=C(C=C1)NCCCCCC(C)C